1-methoxyperfluorobutane COC(C(C(C(F)(F)F)(F)F)(F)F)(F)F